4-methoxy-3-(N-(5-(methylsulfonyl)-2-(pyridin-2-yl)phenyl)sulfamoyl)benzoic Acid COC1=C(C=C(C(=O)O)C=C1)S(NC1=C(C=CC(=C1)S(=O)(=O)C)C1=NC=CC=C1)(=O)=O